S1C=NC2=C1C=CC(=C2)NC2=CC=NC1=CC(=CC=C21)C2=C(C=C(C=C2)C(=O)N2C1CNCC2C1)F (4-(4-(benzo[d]thiazol-5-ylamino)quinolin-7-yl)-3-fluorophenyl)(3,6-diazabicyclo[3.1.1]heptan-6-yl)methanone